CC(C(O)O)C#CC(C)C 2,5-dimethyl-hexynediol